CC([C@@H](C(=O)N1[C@@H]([C@H]2C([C@H]2C1)(C)C)C(=O)OC)NC(C(F)(F)F)=S)(C)C methyl (1R,2S,5S)-3-((S)-3,3-dimethyl-2-(2,2,2-trifluoroethanethioamido)butanoyl)-6,6-dimethyl-3-azabicyclo[3.1.0]hexane-2-carboxylate